NC1CCC(CC1)NC1=NC=CC(=N1)C=1C(=NC=CC1)OC1=C(C=C(C=C1)C=1C(=C(C=CC1)S(=O)(=O)N)Cl)F [4-[(1r,4r)-[3-[2-[(4-aminocyclohexyl)amino]pyrimidin-4-yl]pyrid-2-yl]oxy]-3-fluorophenyl]2-chlorobenzenesulfonamide